t-butyldimethylsilyl (TBDMS) ether [Si](C)(C)(C(C)(C)C)O[Si](C)(C)C(C)(C)C